1-Ethyl-3-Methyl-Imidazol C(C)N1CN(C=C1)C